COC1=C(C=C(C=C1)OC(F)(F)F)C=1C=C2CN(CC2=CC1)C(CN1N=C(N=C1)C#N)=O 1-(2-(5-(2-methoxy-5-(trifluoromethoxy)phenyl)isoindolin-2-yl)-2-oxoethyl)-1H-1,2,4-triazole-3-carbonitrile